BrCC(=O)C1=CC(=NS1)C1=CC=CC=C1 2-bromo-1-(3-phenylisothiazol-5-yl)ethanone